1-(3-Chloro-4-(4-(2-((1-(methyl-sulfonyl)piperidin-4-yl)amino)-5-(trifluoromethyl)-pyrimidin-4-yl)-1H-imidazol-1-yl)-phenyl)-3-methyl-imidazolidin-2-one ClC=1C=C(C=CC1N1C=NC(=C1)C1=NC(=NC=C1C(F)(F)F)NC1CCN(CC1)S(=O)(=O)C)N1C(N(CC1)C)=O